(2S,4R)-4-((((9H-fluoren-9-yl)methoxy)carbonyl)amino)-1-(tert-butoxycarbonyl)pyrrolidine C1=CC=CC=2C3=CC=CC=C3C(C12)COC(=O)N[C@@H]1CCN(C1)C(=O)OC(C)(C)C